3-(4-aminobutyl)-2-butyl-4-isopropoxy-imidazo[4,5-d]pyridazin-7-amine dihydrochloride salt Cl.Cl.NCCCCN1C(=NC2=C(N=NC(=C21)OC(C)C)N)CCCC